N(=[N+]=[N-])C([C@]1([C@H]([C@H]([C@@H](O1)N1C(NC(C(=C1)C)=O)=O)O)OCC1=CC=CC=C1)COCC1=CC=CC=C1)C 1-{(5xi)-5-Azido-3-O-benzyl-4-[(benzyloxy)methyl]-5,6-dideoxy-α-L-lyxo-hexofuranosyl}-5-methylpyrimidine-2,4(1H,3H)-dione